C(C)(C)(C)OC(CCCOC1=C(C=CC(=C1)N1C(C=CC1=O)=O)CCC(=O)O)=O 3-(2-(4-(tert-butoxy)-4-oxobutoxy)-4-(2,5-dioxo-2,5-dihydro-1H-pyrrol-1-yl)phenyl)propanoic acid